(3aR,10aR)-7-Methyl-N-(3,4,5-trifluorophenyl)-2,3,3a,4,10,10a-hexahydro-1H,7H-dipyrrolo[3,4-b:3',4'-f][1,4,5]oxathiazocin-8-carboxamid-5,5-dioxid CN1C(=C2OC[C@H]3[C@@H](NS(C2=C1)(=O)=O)CNC3)C(=O)NC3=CC(=C(C(=C3)F)F)F